aniline sodium salt [Na].NC1=CC=CC=C1